tert-butyl N-[(1S)-2-(6-aminopyridin-3-yl)-1-{[(1S,2S)-2-methyl-1-(methyl carbamoyl)butyl]carbamoyl}ethyl]carbamate NC1=CC=C(C=N1)C[C@@H](C(N[C@@H]([C@H](CC)C)C(NC)=O)=O)NC(OC(C)(C)C)=O